dimethyl-bis(2-methyl-4-(3,5-di-tert-butylphenyl)indenyl)silane C[Si](C1C(=CC2=C(C=CC=C12)C1=CC(=CC(=C1)C(C)(C)C)C(C)(C)C)C)(C1C(=CC2=C(C=CC=C12)C1=CC(=CC(=C1)C(C)(C)C)C(C)(C)C)C)C